5-(2-amino-[1,2,4]triazolo[1,5-a]pyridin-7-yl)-N-(2-((2,6-dimethyltetrahydro-2H-pyran-4-yl)oxy)-3,5-difluorobenzyl)-2,6-dimethylnicotinamide NC1=NN2C(C=C(C=C2)C=2C(=NC(=C(C(=O)NCC3=C(C(=CC(=C3)F)F)OC3CC(OC(C3)C)C)C2)C)C)=N1